2-(cyclohex-1-en-1-yl)-N-(tetrahydro-2H-pyran-4-yl)-1-((2-(trimethylsilyl)ethoxy)methyl)-1H-pyrrolo[3,2-c]pyridin-6-amine C1(=CCCCC1)C1=CC=2C=NC(=CC2N1COCC[Si](C)(C)C)NC1CCOCC1